(2S,3S)-2-Amino-N,N-dimethyl-3-phenylbutanamide N[C@H](C(=O)N(C)C)[C@@H](C)C1=CC=CC=C1